FC=1C=C(C=C(C1)F)[C@H](C)NC(=O)C=1C=NC2=C(N=C(C=C2C1N1CCN[C@H](CC1)C)C)C1CC1 N-[(S)-1-(3,5-difluorophenyl)ethyl]-4-[(S)-5-methyl-1,4-diazepan-1-yl]-8-cyclopropyl-6-methyl-1,7-diaza-3-naphthamide